Ethyl 2-acetylbut-2-enoate C(C)(=O)C(C(=O)OCC)=CC